3,6-Dihydroxyphthalonitrile OC1=C(C(C#N)=C(C=C1)O)C#N